CC1(CN(CCN1C(=O)C1=CNC(C(=C1)CNC)=O)[C@@H](C(=O)NC1=NC=C(C=C1)OC1=CC=C(C=C1)F)C)C (R)-2-(3,3-dimethyl-4-(5-((methylamino)methyl)-6-oxo-1,6-dihydropyridine-3-carbonyl)piperazin-1-yl)-N-(5-(4-fluorophenoxy)pyridin-2-yl)propanamide